C(C1=CC=CC=C1)(=O)NC(N(C=1N=CNC1C(N)=O)CC1=C(C=CC=C1)C1N(CCC(C1)(F)F)C(=O)OCC1=CC=CC=C1)=S benzyl 2-(2-((3-benzoyl-1-(5-carbamoyl-1H-imidazol-4-yl)thioureido)methyl)phenyl)-4,4-difluoropiperidine-1-carboxylate